NN(CC(=O)O)CCCC azamethylbutylglycine